CC=1OC=2C(N1)=C(C=CC2)C(=O)OC methyl 2-methyl-1,3-benzoxazole-4-carboxylate